FC(C)(F)C1=CC(=NC=C1)NC1=CC(=NC=C1OCC)NC(C)=O N-(4-((4-(1,1-difluoroethyl)pyridin-2-yl)amino)-5-ethoxypyridin-2-yl)acetamide